4-(hydroxymethyl)benzyl (4-(pyridin-4-ylmethyl)phenyl)carbamate N1=CC=C(C=C1)CC1=CC=C(C=C1)NC(OCC1=CC=C(C=C1)CO)=O